C(C)(C)(C)N(C(O)=O)C1=C2C(=C3C(=N1)C=C(N3)C(N([C@@H](COC)C)CC3=NC=C(C=C3F)C3CC3)=O)COC2.C2(=CC=CC=C2)S(=O)(=O)NC2=CC=CC=C2 benzenesulfonyl-aniline tert-butyl-(R)-(2-(((5-cyclopropyl-3-fluoropyridin-2-yl)methyl)(1-methoxypropan-2-yl)carbamoyl)-6,8-dihydro-1H-furo[3,4-d]pyrrolo[3,2-b]pyridin-5-yl)carbamate